CC1=CC=C(C=C1)S(=O)(=O)[O-] para-toluensulfonate